rac-2-ethoxy-3-[(1R*,2R*)-2-(trifluoromethyl)cyclopropyl]-2H-furan-5-one C(C)O[C@@H]1OC(C=C1[C@H]1[C@@H](C1)C(F)(F)F)=O |&1:3,o1:8,9|